ClC1=CC2=C(NC=N2)C=C1Cl 5,6-dichloro-1H-benzo[d]Imidazole